C1=CC=CC=2C3=CC=CC=C3N(C12)C1=C(C#N)C(=C(C(=C1N1C2=CC=CC=C2C=2C=CC=CC12)N1C2=CC=CC=C2C=2C=CC=CC12)N1C2=CC=CC=C2C=2C=CC=CC12)C1=CC=NC=C1 2,3,4,5-tetra(9H-carbazol-9-yl)-6-(pyridin-4-yl)benzonitrile